FC1([C@H](C=2C(=NN(C2CC1)CCSC(F)(F)F)C(F)(F)F)O)F (4S)-5,5-difluoro-3-(trifluoromethyl)-1-[2-(trifluoromethylsulfanyl)ethyl]-6,7-dihydro-4H-indazol-4-ol